C(CCC)C1=C(C(=C(C(=N1)O)S(=O)(=O)C1=CC=C(C=C1)C=1C(=CC=CC1)C(=O)N(C)C)O)N(C)C1=C(C=CC=C1)F 4'-((6-butyl-5-((2-fluorophenyl)(methyl)amino)-2,4-dihydroxypyridin-3-yl)sulfonyl)-N,N-dimethyl-[1,1'-biphenyl]-2-carboxamide